NC1=C2C(=NC=N1)N(N=C2C2=CC=C(C=C2)OC2=CC=CC=C2)C2CCN(CC2)CC2CN(CC2)CC2CN(CC2)C=2C=C1CN(C(C1=CC2)=O)C2C(NC(CC2)=O)=O 3-(5-(3-((3-((4-(4-amino-3-(4-phenoxyphenyl)-1H-pyrazolo[3,4-d]pyrimidin-1-yl)piperidin-1-yl)methyl)pyrrolidin-1-yl)methyl)pyrrolidin-1-yl)-1-oxoisoindolin-2-yl)piperidine-2,6-dione